piperazinepentanoic acid N1(CCNCC1)CCCCC(=O)O